3-(2,3-Dicarboxyphenyl)-6-[4-(3-oxo-3-phenylprop-1-enyl)phenoxy]phthalic acid C(=O)(O)C1=C(C=CC=C1C(=O)O)C1=C(C(C(=O)O)=C(C=C1)OC1=CC=C(C=C1)C=CC(C1=CC=CC=C1)=O)C(=O)O